BrC1=NN=C(S1)N1CC2N(C(C1)C2)C(C)=O 1-(3-(5-bromo-1,3,4-thiadiazol-2-yl)-3,6-diazabicyclo[3.1.1]hept-6-yl)ethan-1-one